NC1=C(C=2C(=NC=CC2)N1COCC[Si](C)(C)C)C(=O)[O-] amino-1-((2-(trimethylsilyl)ethoxy)methyl)-1H-pyrrolo[2,3-b]pyridine-3-carboxylate